N-(2-(2-oxo-imidazolidin-1-yl)ethyl)acrylamide Methyl-(rac)-4-(3-hydroxy-3-(methoxymethyl)pent-1-yn-1-yl)-3-methoxybenzoate COC(C1=CC(=C(C=C1)C#C[C@](CC)(COC)O)OC)=O.O=C1N(CCN1)CCNC(C=C)=O |r|